S1C(=CC=C1)B1OC(C)(C)C(C)(C)O1 Thiopheneboronic acid pinacol ester